C1(CC1)N1C(C=C(C=C1)NC(=O)C1(CCN(CC1)C(=O)OC(C)(C)C)C)=O tert-butyl 4-[N-(1-cyclopropyl-2-oxo-1,2-dihydropyridin-4-yl)carbamoyl]-4-methylpiperidine-1-carboxylate